BrC=1C=C2CN(C(C2=CC1F)=O)CC1=CC=C(C=C1)OC 5-bromo-6-fluoro-2-(4-methoxybenzyl)isoindolin-1-one